2-(2,4-dichlorophenyl)-5-[(2H3)methyl]-2,4-dihydro-1,2,4-triazol-3-one ClC1=C(C=CC(=C1)Cl)N1N=C(NC1=O)C([2H])([2H])[2H]